ClC=1C=C(C(=NC1N1N=CC=N1)C)NC(=O)C=1C=NN(C1C(F)(F)F)C1=CC(NC2=CC=CC=C12)=O N-(5-chloro-2-methyl-6-(2H-1,2,3-triazol-2-yl)pyridin-3-yl)-1-(2-oxo-1,2-dihydroquinolin-4-yl)-5-(trifluoromethyl)-1H-pyrazole-4-carboxamide